((1R,SR)-6-(7-(5-chloroisoquinolin-4-yl)-2-((tetrahydro-1H-pyrrolizin-7a(5H)-yl)methoxy)quinazolin-4-yl)-2,6-diazabicyclo[3.2.0]hept-2-yl)-2-fluoroprop-2-en-1-one ClC1=C2C(=CN=CC2=CC=C1)C1=CC=C2C(=NC(=NC2=C1)OCC12CCCN2CCC1)N1[C@H]2CCN([C@@H]2C1)C(C(=C)F)=O |&1:32|